NC=1C(C(C1N)=O)=O 3,4-diaminocyclobutane-3-ene-1,2-dione